C(N)(=O)C1=C(C(=C(S1)NC(C(CC)C1=CC(=C(C=C1)F)F)=O)C(=O)OC)C methyl 5-carbamoyl-2-(2-(3,4-difluorophenyl)butanamido)-4-methylthiophene-3-carboxylate